(S)-tert-Butyl (1-(6-chloro-2-iodo-5-(3-methoxypropoxy)pyridin-3-yl)-3,3-dimethylbutan-2-yl)carbamate ClC1=C(C=C(C(=N1)I)C[C@@H](C(C)(C)C)NC(OC(C)(C)C)=O)OCCCOC